NC(C(=O)NC1=CC=C(C=C1)C1=C2C(=NC=C1)NC=C2C)CC2=CC=CC=C2 2-Amino-N-[4-(3-methyl-1H-pyrrolo[2,3-b]pyridin-4-yl)phenyl]-3-phenyl-propanamide